C[N+](CCP(=O)([O-])[O-])(CCOC(C(=C)C)=O)C dimethyl-(2-methacryloyloxyethyl)(2-phosphonatoethyl)aminium